N-(2,6-dichlorophenyl)-4-(2-hydroxypropoxy)-2-((4-(4-methylpiperazin-1-yl)phenyl)amino)pyrimidine-5-carboxamide ClC1=C(C(=CC=C1)Cl)NC(=O)C=1C(=NC(=NC1)NC1=CC=C(C=C1)N1CCN(CC1)C)OCC(C)O